2-((4-Chlorobenzyl)oxy)-1-(4-(5-(chlorodifluoromethyl)-1,2,4-oxadiazol-3-yl)phenyl)ethan-1-on ClC1=CC=C(COCC(=O)C2=CC=C(C=C2)C2=NOC(=N2)C(F)(F)Cl)C=C1